ONC(CN(CC1=CC(=CC=C1)C(=O)OC)CC=1C=C(C(=O)O)C=CC1)=O 3-[[[2-(hydroxyamino)-2-oxo-ethyl]-[(3-methoxycarbonylphenyl)methyl]amino]methyl]benzoic acid